NC=1C=C(C(=C2CCCC(C12)=O)OC)F 8-amino-6-fluoro-5-methoxy-3,4-dihydronaphthalen-1(2H)-one